5-Cyano-N-(3-cyclopropyl-1H-indazol-5-yl)-6-methoxy-3,4-dimethylpicolinamide C(#N)C=1C(=C(C(=NC1OC)C(=O)NC=1C=C2C(=NNC2=CC1)C1CC1)C)C